ClC1=C(C=CC(=C1)C(=O)N1[C@H]([C@@H](N(CC1)C1=CC(=CC=C1)Cl)C)C)S(=O)CC(=O)OC(C)C Isopropyl 2-((2-chloro-4-(4-(3-chlorophenyl)-trans-2,3-dimethylpiperazine-1-carbonyl)phenyl)sulfinyl)acetate